C(C)OC(=O)C1=NN2C(N=C(C=C2C2N(CCCC2)C(=O)OC(C)(C)C)C2=CC=CC=C2)=C1 Ethyl-7-(1-(tert-butoxycarbonyl)piperidin-2-yl)-5-phenylpyrazolo[1,5-a]pyrimidine-2-carboxylate